O1CC(C1)OC1=NC(=NC=C1C(F)(F)F)N[C@H]1C[C@H](CCC1)C1=NN=C2N1CC[C@H](C2)C(F)(F)F 4-(oxetan-3-yloxy)-5-(trifluoromethyl)-N-[(1R,3S)-3-[(7R)-7-(trifluoromethyl)-5,6,7,8-tetrahydro-[1,2,4]triazolo[4,3-a]pyridin-3-yl]cyclohexyl]pyrimidin-2-amine